butyl acetoacetate titanium [Ti].C(CC(=O)C)(=O)OCCCC